[F-].C(CCC)[NH+]1C(CCCC1)C 1-Butyl-2-Methylpiperidinium fluorid